tert-butyl (2r,6s)-4-[8-({8-fluoro-2-methylimidazo[1,2-a]pyridin-6-yl} carbamoyl)-2-methylquinoxalin-5-yl]-2,6-dimethylpiperazine-1-carboxylate FC=1C=2N(C=C(C1)NC(=O)C=1C=CC(=C3N=CC(=NC13)C)N1C[C@H](N([C@H](C1)C)C(=O)OC(C)(C)C)C)C=C(N2)C